FC1=C(C#N)C=CC(=C1)OCC(=O)N1CCC2(CC1)CCC(CC2)N(C=2C1=C(N=CN2)NC=C1)C 2-Fluoro-4-(2-(9-(methyl(7H-pyrrolo[2,3-d]pyrimidin-4-yl)amino)-3-azaspiro[5.5]undecan-3-yl)-2-oxoethoxy)benzonitril